4-[(1S)-1-[[1-[(3R)-3-[3-(Trifluoromethyl)phenoxy]pyrrolidin-1-yl]cyclohexane-1-carbonyl]amino]ethyl]benzoic acid FC(C=1C=C(O[C@H]2CN(CC2)C2(CCCCC2)C(=O)N[C@@H](C)C2=CC=C(C(=O)O)C=C2)C=CC1)(F)F